6-({[(1-hydroxycyclobutyl)methyl]amino}methyl)-3H-isoindol-1-one OC1(CCC1)CNCC1=CC=C2CNC(C2=C1)=O